(S)-1-(2-chloro-5-(1-(2,2-difluoroethyl)-1H-pyrazol-4-yl)pyridin-4-yl)piperidin-3-ol ClC1=NC=C(C(=C1)N1C[C@H](CCC1)O)C=1C=NN(C1)CC(F)F